C(#N)C1(CC1)NC(=O)[C@H]1N(C[C@H](C1)O)C(=O)C1(CC1)C(F)(F)F (2S,4S)-4-hydroxy-1-(1-trifluoromethyl-cyclopropanecarbonyl)-pyrrolidine-2-carboxylic acid (1-cyano-cyclopropyl)-amide